5,5'-bis(3-mercaptopropyl)-2,2'-bis(3-Mercaptopropoxy)-3,3'-dimethoxybiphenyl SCCCC=1C=C(C(=C(C1)C1=C(C(=CC(=C1)CCCS)OC)OCCCS)OCCCS)OC